cyclopropylpiperidine-2,4-dione C1(CC1)N1C(CC(CC1)=O)=O